C(#N)C1=CN(C2=CC(=CC=C12)NC(=O)C=1N=CNC(C1)=O)C(C)C N-(3-cyano-1-isopropyl-1H-indol-6-yl)-6-oxo-1,6-dihydropyrimidine-4-carboxamide